tert-butyl-[2-[1-[(4-methoxyphenyl)methyl]piperazin-2-yl]ethoxy]-diphenylsilane C(C)(C)(C)[Si](C1=CC=CC=C1)(C1=CC=CC=C1)OCCC1N(CCNC1)CC1=CC=C(C=C1)OC